C(C1=CC=CC=C1)OC1=CC=C(C=C1)C1=NN(C=C1C1=CC=NC=C1)CC(F)(F)F 4-[3-(4-Benzyloxyphenyl)-1-(2,2,2-trifluoroethyl)pyrazol-4-yl]pyridine